(6-((5-(3-(3-fluorophenyl)-1,2,4-oxadiazol-5-yl)pyrazin-2-yl)oxy)1-methyl-1H-indol-2-yl)(4-(4-(2,2,2-trifluoroethoxy)benzyl)piperazin-1-yl)methanone FC=1C=C(C=CC1)C1=NOC(=N1)C=1N=CC(=NC1)OC1=CC=C2C=C(N(C2=C1)C)C(=O)N1CCN(CC1)CC1=CC=C(C=C1)OCC(F)(F)F